4-(4-((1R,5S)-3,8-Diazabicyclo[3.2.1]octan-3-yl)-8-fluoro-2-((tetrahydro-1H-pyrrolizin-7a(5H)-yl)methoxy-d2)pyrido[4,3-d]pyrimidin-7-yl)-5,6-difluoronaphthalen-2-ol [C@H]12CN(C[C@H](CC1)N2)C=2C1=C(N=C(N2)OC([2H])([2H])C23CCCN3CCC2)C(=C(N=C1)C1=CC(=CC2=CC=C(C(=C12)F)F)O)F